2-Ethyl 2-(2-((S)-1-((2S,4R)-1-((S)-2-(1-fluorocyclopropanecarboxamido)-3,3-dimethylbutanoyl)-4-hydroxypyrrolidine-2-carboxamido) ethyl)-5-(4-methylthiazol-5-yl)phenoxy)acetate FC1(CC1)C(=O)N[C@H](C(=O)N1[C@@H](C[C@H](C1)O)C(=O)N[C@@H](C)C1=C(OCC(=O)OCC)C=C(C=C1)C1=C(N=CS1)C)C(C)(C)C